C(C)(C)(C)OC(=O)N1CCN(CC1)C1=CC(=C(C=C1)C(C(=O)OC)CCC#N)F 4-(4-(4-cyano-1-methoxy-1-oxobutan-2-yl)-3-fluorophenyl)piperazine-1-carboxylic acid tert-butyl ester